CC(C=C)(C=CC)C 3,3-dimethyl-1,4-hexadiene